C(#N)C[C@@H]1N(CCN(C1)C1=NC(=NC2=C(C(=CC=C12)C1=CC=CC2=CC=CC(=C12)C#N)F)OC[C@]12CCCN2C[C@@H](C1)F)C(=O)OCC1=CC=CC=C1 benzyl (S)-2-(cyanomethyl)-4-(7-(8-cyanonaphthalen-1-yl)-8-fluoro-2-(((2R,7aS)-2-fluorotetrahydro-1H-pyrrolizin-7a(5H)-yl)methoxy)quinazolin-4-yl)piperazine-1-carboxylate